O=C1C[C@@H](N(CC1)[C@@H](C)C1=CC=CC=C1)C(=O)OCC ethyl (R)-4-oxo-1-((S)-1-phenylethyl)piperidine-2-carboxylate